2-(1-propenylpiperidin-3-ylamino)-4-(1-methyl-1H-pyrazol-4-yl)-6,7-dihydro-5H-pyrrolo[3,4-d]pyrimidin-5-one C(=CC)N1CC(CCC1)NC=1N=C(C2=C(N1)CNC2=O)C=2C=NN(C2)C